Dodecenal CCCCCCCCCC=CC=O